4-amino-2-trifluoromethylphenanthridine NC1=CC(=CC2=C3C=CC=CC3=CN=C12)C(F)(F)F